1-(3-{4-chloro-5-cyclopropyl-7H-pyrrolo[2,3-b]pyridin-3-yl}phenyl)imidazolidin-2-one ClC1=C2C(NC=C1C1CC1)=NC=C2C=2C=C(C=CC2)N2C(NCC2)=O